butyl 6-iodo-2-azaspiro[3.4]octane-2-carboxylate IC1CC2(CN(C2)C(=O)OCCCC)CC1